N1N=C(C=C1)N1N=CC2=NC=CC=C21 (1H-pyrazol-3-yl)-1H-pyrazolo[4,3-b]pyridine